6-(2-(4-Chlorophenyl)-1H-benzo[d]imidazol-6-yl)-3-(2-morpholinoethyl)quinazolin-4(3H)-one ClC1=CC=C(C=C1)C1=NC2=C(N1)C=C(C=C2)C=2C=C1C(N(C=NC1=CC2)CCN2CCOCC2)=O